4-{4-[(1S)-1-({4-[(2,4-dimethoxybenzyl)amino]-7-oxo-8-(propan-2-yl)-7,8-dihydropyrido[2,3-d]pyrimidin-2-yl}amino)ethyl]phenyltetrahydro-2H-pyran-4-yl}piperazine-1-carboxylate COC1=C(CNC=2C3=C(N=C(N2)N[C@@H](C)C2=CC=C(C=C2)C2OCCC(C2)N2CCN(CC2)C(=O)[O-])N(C(C=C3)=O)C(C)C)C=CC(=C1)OC